O=C1N(N=CC2=CC(=CC=C12)S(=O)(=O)C1=CC=CC=C1)CC1=C(SC=C1)C(=O)N 3-((1-oxo-6-(phenylsulfonyl)phthalazin-2(1H)-yl)methyl)thiophene-2-carboxamide